1,6-dihydroxycyclohex-2-ene-1-carboxylate OC1(C=CCCC1O)C(=O)[O-]